2-amino-N-(3-chloro-2-fluorophenylmethyl)acetamide NCC(=O)NCC1=C(C(=CC=C1)Cl)F